(S,E)-3-(3-([1,1'-biphenyl]-3-yl)acryloyl)-4-phenyloxazolidin-2-one-5,5-d2 C1(=CC(=CC=C1)/C=C/C(=O)N1C(OC([C@@H]1C1=CC=CC=C1)([2H])[2H])=O)C1=CC=CC=C1